N-(5-Chloro-1H-pyrrolo[3,2-b]pyridin-3-yl)-4-fluoro-1-methyl-1H-benzo[d]imidazol-2-amine ClC1=CC=C2C(=N1)C(=CN2)NC2=NC1=C(N2C)C=CC=C1F